COC1=CC=C(C=N1)C1=CC=2C3=C(C(N(C2C=C1)CCN1C=CC=C1)=O)C=NN3C3=CC(=C(C=C3)N3CCNCC3)C(F)(F)F 8-(6-Methoxypyridin-3-yl)-1-(4-(piperazin-1-yl)-3-(trifluoromethyl)phenyl)-5-(2-(pyrrol-1-yl)ethyl)-1,5-dihydro-4H-pyrazolo[4,3-c]quinolin-4-one